5-fluoro-N-(2-fluoro-3-(methylsulfonyl)phenyl)-4-(7-nitro-1-methylsulfonyl-1H-indol-3-yl)pyrimidin-2-amine FC=1C(=NC(=NC1)NC1=C(C(=CC=C1)S(=O)(=O)C)F)C1=CN(C2=C(C=CC=C12)[N+](=O)[O-])S(=O)(=O)C